2-(3-chloro-4-methylphenyl)-N-((5-(2,6-dioxopiperidin-3-yl)-4-oxo-5,6-dihydro-4H-thieno[3,4-c]pyrrol-1-yl)methyl)propenamide ClC=1C=C(C=CC1C)C(C(=O)NCC=1SC=C2C1CN(C2=O)C2C(NC(CC2)=O)=O)=C